2-amino-4-methoxy-5-propoxybenzoic propiolic anhydride C(C#C)(=O)OC(C1=C(C=C(C(=C1)OCCC)OC)N)=O